2,2-dimethyl-1,3-dinitropropane CC(C[N+](=O)[O-])(C[N+](=O)[O-])C